(2-(Methacryloyloxy)ethyl)dimethyl-(3-sulfopropyl)ammonium hydroxide [OH-].C(C(=C)C)(=O)OCC[N+](CCCS(=O)(=O)O)(C)C